4-[(4,4-difluorocyclohexyl)methyl]-3-[(2-fluorophenyl)methyl]-4,5-dihydro-1,2,4-oxadiazol-5-one FC1(CCC(CC1)CN1C(=NOC1=O)CC1=C(C=CC=C1)F)F